4-methyl-1H-imidazol-1-ylpyridine-2,6-dicarboxylic acid CC=1N=CN(C1)C=1C(=NC(=CC1)C(=O)O)C(=O)O